Cl.ClC=1C=C(C(=C(C1)C1=NC=NN2C1=CC(=C2)CN2C(N(C=CC2=O)C)=O)CC2CN(CCO2)C)F 3-((4-(5-chloro-3-fluoro-2-((4-methylmorpholin-2-yl)methyl)phenyl)pyrrolo[2,1-f][1,2,4]triazin-6-yl)methyl)-1-methylpyrimidine-2,4(1H,3H)-dione hydrochloride